4-chloro-1H-pyrrolo[3,2-c]pyridine-2-carboxamide ClC1=NC=CC2=C1C=C(N2)C(=O)N